C(=O)(OC(C)(C)C)N1C(CCC1)C#N 1-Boc-2-cyanopyrrolidine